C1(=CC=C2C=CC3=CC=CC4=CC=C1C2=C34)C(C(=O)O)=CC3=CC=CC=C3 pyrenyl-cinnamic acid